4-amino-N-((5-bromopyridin-2-yl)methyl)-N'-(cyclopropanecarbonyl)-N',1-dimethyl-1H-pyrazolo[4,3-c]quinoline-8-carbohydrazide NC1=NC=2C=CC(=CC2C2=C1C=NN2C)C(=O)N(N(C)C(=O)C2CC2)CC2=NC=C(C=C2)Br